8-((3-fluoro-4-methoxybenzyl)oxy)-1-(3-fluoro-4-methylbenzyl)-5-hydroxy-N-methyl-2-oxo-2,3-dihydro-1H-benzo[b]azepine-4-carboxamide FC=1C=C(COC=2C=CC3=C(N(C(CC(=C3O)C(=O)NC)=O)CC3=CC(=C(C=C3)C)F)C2)C=CC1OC